4-hydroxy-6-(trifluoromethoxy)quinoline-3-carboxylic acid Ethyl ester C(C)OC(=O)C=1C=NC2=CC=C(C=C2C1O)OC(F)(F)F